C(NC(=O)C1=CC=2C(C=3N=C(N=CC3C2C=C1)C(F)(F)F)=O)([2H])([2H])[2H] N-(methyl-d3)-9-oxo-2-(trifluoromethyl)-9H-indeno[2,1-d]pyrimidine-7-carboxamide